ClC=1C=NC(=C(C(=O)NC2CCC(CC2)CN2C(N(C3=C2C=CC=C3)C=3C=NC(=CC3)C=C)=O)C1)C 5-chloro-2-methyl-N-((1r,4r)-4-((2-oxo-3-(6-vinylpyridin-3-yl)-2,3-dihydro-1H-benzo[d]imidazol-1-yl)methyl)cyclohexyl)nicotinamide